N1N=CC(=C1)CCN1C(C2=CC=CC=C2C1CC1=NC=CC=C1Br)=O 2-(2-(1H-pyrazol-4-yl)ethyl)-3-((3-bromopyridin-2-yl)methyl)isoindolin-1-one